(4-amino-7-fluoro-3-methyl-3H-pyrazolo[3,4-c]quinolin-8-yl)((3R,5S)-3-methyl-5-(4-(trifluoromethoxy)phenyl)-4-morpholinyl)methanone NC1=NC=2C=C(C(=CC2C2=C1N(N=C2)C)C(=O)N2[C@@H](COC[C@@H]2C2=CC=C(C=C2)OC(F)(F)F)C)F